The molecule is a steroid sulfate that is cholesterol substituted by a sulfoxy group at position 3. It has a role as a human metabolite. It derives from a cholesterol. It is a conjugate acid of a cholesterol sulfate(1-). C[C@H](CCCC(C)C)[C@H]1CC[C@@H]2[C@@]1(CC[C@H]3[C@H]2CC=C4[C@@]3(CC[C@@H](C4)OS(=O)(=O)O)C)C